N1(CCN(CC1)P(OC1=CC=CC=C1)(OC1=CC=CC=C1)=O)P(OC1=CC=CC=C1)(OC1=CC=CC=C1)=O Tetraphenyl 1,4-piperazinediylbis(phosphonate)